C(C)OC(CC1CN(CCC1)C=1C(=NC(=CC1F)C=1N=NN(C1CO)C)C)=O 2-(1-(4-fluoro-6-(5-(hydroxymethyl)-1-methyl-1H-1,2,3-triazol-4-yl)-2-methylpyridin-3-yl)piperidin-3-yl)acetic acid ethyl ester